ClC=1C=C(C=CC1)SC=1C=NC=CC1C(=N)NO 3-[(3-Chlorophenyl)sulfanyl]-N-hydroxypyridine-4-carboxamidine